2-hydroxy-4-methoxy-2'-carboxyl-benzophenone OC1=C(C(=O)C2=C(C=CC=C2)C(=O)O)C=CC(=C1)OC